2-[(3S)-3-amino-1-piperidyl]ethyl 2-[6-[5-(6-methyl-2-pyridyl)-1H-imidazol-4-yl]-3-quinolyl]thiazole-4-carboxylate CC1=CC=CC(=N1)C1=C(N=CN1)C=1C=C2C=C(C=NC2=CC1)C=1SC=C(N1)C(=O)OCCN1C[C@H](CCC1)N